(4-fluoro-3,5-dimethyl-phenyl)boronic acid FC1=C(C=C(C=C1C)B(O)O)C